(S)-7-((2-amino-6-chloropyrimidin-4-yl)methyl)-4-(cyclopropylethynyl)-4-(trifluoromethyl)-3,4-dihydroquinazolin-2(1H)-one NC1=NC(=CC(=N1)CC1=CC=C2[C@](NC(NC2=C1)=O)(C(F)(F)F)C#CC1CC1)Cl